BrC=1C=C2C(CCC(C2=CC1)NC(C(F)(F)F)=O)(F)F N-(6-bromo-4,4-difluoro-1,2,3,4-tetrahydronaphthalen-1-yl)-2,2,2-trifluoroacetamide